ClC=1C=CC(=C(C1)C1=CC(=C(N=N1)CO)NC1=CC(=NC=N1)NC(=O)C1CC(C1)N1CCC(CC1)CC(=O)OC(C)(C)C)F Tert-butyl 2-(1-{3-[(6-{[6-(5-chloro-2-fluorophenyl)-3-(hydroxymethyl)pyridazin-4-yl]amino}pyrimidin-4-yl)carbamoyl]cyclobutyl}piperidin-4-yl)acetate